2-(3-(dimethylamino)propyl)-1H-benzo[7,8]thioxantheno[2,1,9-def]isoquinoline-1,3(2H)-dione CN(CCCN1C(C2=CC=C3C=4C2=C(C1=O)C=CC4SC4=CC=C1C(=C43)C=CC=C1)=O)C